[tert-butyl(dimethyl)silyl] trifluoromethanesulfonate FC(S(=O)(=O)O[Si](C)(C)C(C)(C)C)(F)F